CC=1SC(=CC1C(C(=O)C1=C(SC(=C1)C1=CC=CC=C1)C)=O)C1=CC=CC=C1 1,2-bis(2-methyl-5-phenylthiophen-3-yl)ethane-1,2-dione